O=C1N(CC2=CC(=CC=C12)CN1CCC(=CC1)C=1C2=C(N=CN1)SC=C2)N2C(NC(CC2)=O)=O 1-(1-oxo-5-((4-(thieno[2,3-d]pyrimidin-4-yl)-3,6-dihydropyridin-1(2H)-yl)methyl)isoindolin-2-yl)dihydropyrimidine-2,4(1H,3H)-dione